methyl (S)-2-(7-chloro-2,2-difluoro-3-oxo-6-(perfluorophenyl)-2,3-dihydro-4H-benzo[b][1,4]oxazin-4-yl)propanoate ClC=1C(=CC2=C(OC(C(N2[C@H](C(=O)OC)C)=O)(F)F)C1)C1=C(C(=C(C(=C1F)F)F)F)F